[P-3].[P-3].[Co+2].[Co+2].[Co+2] cobalt(II) phosphide